C(C=C)(=O)OC=CCCCCCCCOC(C=C)=O 1,9-nonaendiol diacrylate